1-chloropropyl-trimethoxysilane ClC(CC)[Si](OC)(OC)OC